NC1=C(C(N(C(=N1)N1C[C@@H](NCC1)CN)C)=O)SC1=C(C(=CC=C1)Cl)Cl 6-Amino-2-[(3S)-3-(aminomethyl)piperazin-1-yl]-5-(2,3-dichlorophenyl)sulfanyl-3-methyl-pyrimidine-4-On